COC1=C(C=C2C=CC(N(C2=C1)C)=O)C1=CN=C(O1)[C@H](CCCCCC(CC)=O)NC(=O)C1=NOC2(C1)CCN(CC2)C (S)-N-(1-(5-(7-Methoxy-1-methyl-2-oxo-1,2-dihydrochinolin-6-yl)oxazol-2-yl)-7-oxononyl)-8-methyl-1-oxa-2,8-diazaspiro[4.5]dec-2-en-3-carboxamid